C(C)C(CCCCCCCCCCCCCC)OCCO 2-[(1-ethylpentadecyl)oxy]ethanol